4-benzyl-2-(4-morpholinobutyl)-1,2,4-thiadiazolidine-3,5-dione C(C1=CC=CC=C1)N1C(N(SC1=O)CCCCN1CCOCC1)=O